NCC(C=1SC(=CC1)Cl)NC(=O)C=1N=CN(C1)C1=NC(=NC=C1C)NC1CCOCC1 N-(2-amino-1-(5-chloro-thiophen-2-yl)ethyl)-1-(5-methyl-2-((tetrahydro-2H-pyran-4-yl)amino)-pyrimidin-4-yl)-1H-imidazole-4-carboxamide